Cl.FC1=C(CNC(CC)=O)C=CC=C1 N-(2-fluorobenzyl)propanamide hydrochloride